3-(benzyloxy)propane-1,2-diamine C(C1=CC=CC=C1)OCC(CN)N